3-methyl-N-[[(1S,3R)-3-[[5-(2-oxo-1-piperidyl)-2-pyridyl]amino]cyclopentyl]methyl]isoxazole-5-carboxamide CC1=NOC(=C1)C(=O)NC[C@@H]1C[C@@H](CC1)NC1=NC=C(C=C1)N1C(CCCC1)=O